COC1=CC=C(C=CC=2C=C3C(=CC=NC3=CC2)C(=O)NCC(=O)N2C(CC(C2)(F)F)C#N)C=C1 6-(4-methoxystyryl)-N-(2-(2-cyano-4,4-difluoropyrrolidin-1-yl)-2-oxoethyl)quinoline-4-carboxamide